8-(2,4-dichlorophenyl)-9-(3-fluoro-4-((1-(3-fluoropropyl)azetidin-3-ylidene)methyl)phenyl)-6,7-dihydro-5H-benzo[7]annulene-3-carboxylic acid hydrochloride Cl.ClC1=C(C=CC(=C1)Cl)C=1CCCC2=C(C1C1=CC(=C(C=C1)C=C1CN(C1)CCCF)F)C=CC(=C2)C(=O)O